N-{(S)-1,2,3-trimethoxy-11-methyl-10-oxo-9-{[(R)-tetrahydrofuran-3-yl]oxy}-5,6,7,10-tetrahydrobenzo[a]heptalen-7-yl}acetamide COC1=C(C(=CC2=C1C=1C=C(C(C(=CC1[C@H](CC2)NC(C)=O)O[C@H]2COCC2)=O)C)OC)OC